BrC1=CC=C2C(=NN(C2=C1F)C1OCCCC1)C1(CC1)C#N 1-(6-Bromo-7-fluoro-1-(tetrahydro-2H-pyran-2-yl)-1H-indazol-3-yl)cyclopropane-1-carbonitrile